NC([C@H](CCC(=O)OC(C)(C)C)N1C(C2=CC=C3C(=C2C1)OCC31C(CN(CC1)C(=O)OC(C)(C)C)(F)F)=O)=O tert-butyl 7-((S)-1-amino-5-(tert-butoxy)-1,5-dioxopentan-2-yl)-3',3'-difluoro-6-oxo-7,8-dihydro-2h,6h-spiro[furo[2,3-e]isoindole-3,4'-piperidine]-1'-carboxylate